BrC=1C=C(C(=O)OCC)C=CC1O ethyl 3-bromo-4-hydroxy-benzoate